2-[[1-[(3R)-1-Benzylpyrrolidin-3-yl]pyrazol-3-yl]amino]-N-(3-hydroxy-2,6-dimethyl-phenyl)thiazole-5-carboxamide C(C1=CC=CC=C1)N1C[C@@H](CC1)N1N=C(C=C1)NC=1SC(=CN1)C(=O)NC1=C(C(=CC=C1C)O)C